C1(CCC(CC1)C(=O)O)C(=O)O cyclohexane-1,4-Dicarboxylic acid